2-trimethylsilylethyl N-[3-[4-[(2-chloro-9-methyl-purin-6-yl)amino]-3-methoxy-pyrazol-1-yl]propyl]carbamate ClC1=NC(=C2N=CN(C2=N1)C)NC=1C(=NN(C1)CCCNC(OCC[Si](C)(C)C)=O)OC